C1(CC1)CC1=C(C(=NN1C=1SC=C(N1)C(=O)OCC)C1=CC=C(C=C1)F)CC1=CC(=C(C=C1)S(N)(=O)=O)F ethyl 2-[5-(cyclopropylmethyl)-3-(4-fluorophenyl)-4-[(3-fluoro-4-sulfamoyl-phenyl)methyl]pyrazol-1-yl]thiazole-4-carboxylate